NC[C@@H]([C@@H](C1=CC(=CC=C1)F)C=1C=C(C#N)C=CC1)O 3-((1R,2R)-3-amino-1-(3-fluorophenyl)-2-hydroxypropyl)benzonitrile